N-(2-((2-(2-aminoethoxy)propan-2-yl)oxy)ethyl)acetamide NCCOC(C)(C)OCCNC(C)=O